C(C)(=O)OC(CCC=C(CCC=C(C)C)C)C 1,5,9-Trimethyl-4,8-decadienyl acetate